(S)-7-([1,1'-biphenyl]-4-ylmethoxy)-6,8-dibromo-2-(4-cyanobenzyl)-N-((4-(cyclopentylamino)-3-nitrophenyl)sulfonyl)-1,2,3,4-tetrahydroisoquinoline-3-carboxamide C1(=CC=C(C=C1)COC1=C(C=C2C[C@H](N(CC2=C1Br)CC1=CC=C(C=C1)C#N)C(=O)NS(=O)(=O)C1=CC(=C(C=C1)NC1CCCC1)[N+](=O)[O-])Br)C1=CC=CC=C1